CC1=CC=C2C(=CNC2=C1)C1CC(C2=CC=CC=C12)=O 3-(6-methyl-1H-indol-3-yl)-2,3-dihydro-1H-inden-1-one